BrC1=C(SC=C1)C1(CC1)C=1NC(C2=C(N1)CCNC2)=O 2-(1-(3-bromothiophen-2-yl)cyclopropyl)-5,6,7,8-tetrahydropyrido[4,3-d]pyrimidin-4(3H)-one